(3,4-dimethoxyphenyl)(2-phenyl-1H-imidazol-4-yl)methanone COC=1C=C(C=CC1OC)C(=O)C=1N=C(NC1)C1=CC=CC=C1